1-(3,5-difluorobenzyl)-2-methyl-6-(3-(1-(pyridin-2-ylmethyl)-1H-pyrazol-4-yl)-5H-pyrrolo[2,3-b]pyrazin-5-yl)-1H-imidazo[4,5-b]pyridine FC=1C=C(CN2C(=NC3=NC=C(C=C32)N3C=CC=2C3=NC(=CN2)C=2C=NN(C2)CC2=NC=CC=C2)C)C=C(C1)F